FC=1C=NC=CC1NC(CN1N=C(N2C(C1=O)=CC(=C2)C(F)(F)F)C(C)C)=O N-(3-fluoro-4-pyridyl)-2-[4-isopropyl-1-oxo-7-(trifluoromethyl)pyrrolo[1,2-d][1,2,4]triazin-2-yl]acetamide